ClC=1N=C(NC1[C@H](COCCCC(=O)C1=NOC=C1)NC(=O)C1CN(C1)C)C1=CC=C(C=C1)F N-[(1R)-1-[4-chloro-2-(4-fluorophenyl)-1H-imidazol-5-yl]-2-(4-isoxazol-3-yl-4-oxobutoxy)ethyl]-1-methylazetidine-3-carboxamide